7-(1-Methyl-1H-indol-3-yl)-6-[(1-naphthyloxy)methyl]-4-oxo-1-thia-3a-aza-3-indancarboxylic acid CN1C=C(C2=CC=CC=C12)C=1C(=CC(N2C(CSC12)C(=O)O)=O)COC1=CC=CC2=CC=CC=C12